2-chloro-N-methyl-N-((1-(6-nitropyridin-3-yl)piperidin-4-yl)methyl)ethan-1-amine ClCCN(CC1CCN(CC1)C=1C=NC(=CC1)[N+](=O)[O-])C